C1(=CC(=CC=C1)C(=O)[O-])C.[Zn+2].C1(=CC(=CC=C1)C(=O)[O-])C zinc m-toluate